2-amino-2-methyl-1-propanol sodium hydroxide [OH-].[Na+].NC(CO)(C)C